(1SR,2RS)-N-[[(2S)-2-(3-cyanophenyl)oxetan-2-yl]methyl]-2-cyclobutyl-cyclopropanecarboxamide C(#N)C=1C=C(C=CC1)[C@]1(OCC1)CNC(=O)[C@@H]1[C@H](C1)C1CCC1 |&1:16,17|